BrC=1SC=2C(N1)=C(C=C(C2)OC)C=O 2-bromo-6-methoxybenzo[d]thiazole-4-carbaldehyde